FC=1C=NC(=NC1)N1CCC(CC1)OC[C@H]1[C@H]([C@@H]2[C@H](N1C(=O)OC)CCC2)NC(C(F)(F)F)=O Methyl (2R,3S,3aR,6aR)-2-(((1-(5-fluoropyrimidin-2-yl)piperidin-4-yl)oxy)methyl)-3-(2,2,2-trifluoroacetamido)hexahydrocyclopenta[b]pyrrole-1(2H)-carboxylate